1-(2-morpholinoethyl)-3-((3-(4-(2-((2,2,2-trifluoroethyl)thio)phenoxy)-3-(trifluoromethyl)phenyl)-1,2,4-oxadiazol-5-yl)methyl)-1,3,8-triazaspiro[4.5]decane-2,4-dione O1CCN(CC1)CCN1C(N(C(C12CCNCC2)=O)CC2=NC(=NO2)C2=CC(=C(C=C2)OC2=C(C=CC=C2)SCC(F)(F)F)C(F)(F)F)=O